N1(CCNCCNCCNCC1)CC(=O)O 2-(1,4,7,10-tetraazacyclododecane-1-yl)acetic acid